ceric trisulfide [S-2].[S-2].[S-2].[Ce+4]